N-(4-(4-amino-7-cyano-3-(4-((5-fluoro-4-methylpyrimidin-2-yl)oxy)phenyl)-1-methyl-1H-pyrrolo[3,2-c]pyridin-2-yl)-2,3-difluorophenyl)acrylamide NC1=NC=C(C2=C1C(=C(N2C)C2=C(C(=C(C=C2)NC(C=C)=O)F)F)C2=CC=C(C=C2)OC2=NC=C(C(=N2)C)F)C#N